(S)-1-(6-Oxo-5-(trifluoromethyl)-1,6-dihydropyridin-3-yl)propan-2-yl (R)-3-methyl-4-(5-(trifluoromethyl)pyrimidin-2-yl)piperazine-1-carboxylate C[C@@H]1CN(CCN1C1=NC=C(C=N1)C(F)(F)F)C(=O)O[C@H](CC1=CNC(C(=C1)C(F)(F)F)=O)C